BrC1=C(N(C2=CC=C(C=C2C1=O)F)C1=CC=C(C=C1)C(F)(F)F)CBr 3-bromo-2-(bromomethyl)-6-fluoro-1-(4-(trifluoromethyl)phenyl)quinolin-4(1H)-one